(2-((1-fluorocyclopropyl)methoxy)pyridin-4-yl)methanamine FC1(CC1)COC1=NC=CC(=C1)CN